(3S)-1-(2-((4-(2-chloro-4-fluorophenyl)-2-oxo-2H-chromen-7-yl)oxy)propionyl)piperidine-3-carboxylic acid ClC1=C(C=CC(=C1)F)C1=CC(OC2=CC(=CC=C12)OC(C(=O)N1C[C@H](CCC1)C(=O)O)C)=O